N1=CN=C(C2=C1NC=C2)N2CCSC(=C2)C2=CC=C1CCNC(C1=C2)=O 7-(4-(7H-pyrrolo[2,3-d]pyrimidin-4-yl)-3,4-dihydro-2H-1,4-thiazin-6-yl)-3,4-dihydroisoquinolin-1(2H)-one